(R)-10-methyl-3-(5-((oxetan-3-yloxy)methyl)-2-vinylpyrimidin-4-yl)-9,10,11,12-tetrahydro-8H-[1,4]diazepino[5',6':4,5]thieno[3,2-f]quinolin C[C@H]1NCC2=C(C=3C=4C=CC(=NC4C=CC3S2)C2=NC(=NC=C2COC2COC2)C=C)NC1